4'-((2,18-dioxo-24-(((2R,3R,4R,5R,6S)-3,4,5-trihydroxy-6-methyltetrahydro-2H-pyran-2-yl)oxy)-6,9,12,15,22-pentaoxa-3,19-diazatetracosyl)oxy)-[1,1'-biphenyl]-3-carboxylic acid O=C(COC1=CC=C(C=C1)C1=CC(=CC=C1)C(=O)O)NCCOCCOCCOCCOCCC(NCCOCCO[C@@H]1O[C@H]([C@@H]([C@H]([C@H]1O)O)O)C)=O